(E)-dihydrogen phosphate P(=O)(O)(O)[O-]